C(C)(C)(C)OC(=O)N(C1=CC=C(/C=C/C2=CC=C(C=C2)N(C(OC(C)(C)C)=O)CCC)C=C1)CC=1N=NN(C1)CCF tert-Butyl (E)-(4-(4-((tert-Butoxycarbonyl)((1-(2-fluoroethyl)-1H-1,2,3-triazol-4-yl)methyl)amino)-styryl)phenyl)(propyl)carbamate